C(C)OCC1=NC2=C(C=CS2)N1 2-(ethoxymethyl)-1H-imidazolo[4,5-d]thiophene